4-(2-(2-bromoacetamido)acetamido)-5-oxopentanoate BrCC(=O)NCC(=O)NC(CCC(=O)[O-])C=O